O1[C@H](CCC1)CN1C(NC(C=2NC=NC12)=O)=S 3-[[(2R)-tetrahydrofuran-2-yl]methyl]-2-thioxo-7H-purin-6-one